C(#N)C1=CC(=C(C(=O)N[C@H]2[C@H]([C@@H]3C=C[C@H]2C3)C(=O)O)C=C1OC1CCC(CC1)(C(=O)OCC1=CC=CC3=CC=CC=C13)C)OC (1S,2S,3R,4R)-3-(4-Cyano-2-methoxy-5-(((1s,4S)-4-methyl-4-((naphthalen-1-ylmethoxy)carbonyl)cyclohexyl)oxy)benzamido)bicyclo[2.2.1]hept-5-ene-2-carboxylic acid